COCC(C)NC1CCC(CC1)OC=1N=C(SC1)C 4-((4-((1-methoxypropan-2-yl)amino)cyclohexyl)oxy)-2-methylthiazole